1-(4-(4-((1-(1-methoxybutan-2-yl)-1H-pyrazol-4-yl)amino)pyrimidin-2-yl)phenyl)imidazolidin-2-one COCC(CC)N1N=CC(=C1)NC1=NC(=NC=C1)C1=CC=C(C=C1)N1C(NCC1)=O